(R)-N-(5-cyano-4-((1-methoxyprop-2-yl)amino)pyridin-2-yl)-7-formyl-6-((4-methyl-2-oxopiperazin-1-yl)methyl)-3,4-dihydro-2,4-methylene-1,8-naphthyridine-1(2H)-carboxamide C(#N)C=1C(=CC(=NC1)NC(=O)N1C2CC(C3=CC(=C(N=C13)C=O)CN1C(CN(CC1)C)=O)C2)N[C@@H](COC)C